3-hydroxy-5-(trifluoromethanesulfonyl)-picolinic acid methyl ester COC(C1=NC=C(C=C1O)S(=O)(=O)C(F)(F)F)=O